CO[Si](C(CCCCCCCN(CC)CC)[SiH2]CNCCC[Si](OC)(OC)OC)(OC)OC 1-trimethoxysilyl-8-(diethylamino)(trimethoxysilylpropylamino)methylsilyloctane